CN(CCNC1=C2C=C(C(N(C2=CC=C1)C)=O)C(=O)NC1=NC=C(C=C1)F)C 5-[2-(Dimethylamino)ethylamino]-N-(5-fluoro-2-pyridyl)-1-methyl-2-oxo-quinoline-3-carboxamide